C1(=CC=CC=C1)CCNC(=O)C1=CC(=NN1CCCCC)C(C)(C)C N-(2-phenylethyl)-3-tert-butyl-1-N-pentyl-1H-pyrazole-5-carboxamide